6-(1-(2-hydroxyethyl)-1H-pyrazol-4-yl)pyrazolo[1,5-a]pyridine-3-carbonitrile OCCN1N=CC(=C1)C=1C=CC=2N(C1)N=CC2C#N